methyl 11-{(1R)-1-[1-benzyl-4-(2,5-difluorophenyl)-1H-pyrrol-2-yl]-2,2-dimethylpropyl}-2,2-dimethyl-6,12-dioxo-5-oxa-7,11-diaza-2-silapentadecan-15-oate C(C1=CC=CC=C1)N1C(=CC(=C1)C1=C(C=CC(=C1)F)F)[C@@H](C(C)(C)C)N(CCCNC(OCC[Si](C)(C)C)=O)C(CCC(=O)OC)=O